C1[C@@H]([C@H](CN1)O)O (3S,4S)-Dihydroxypyrrolidine